(5-bromo-1H-indole-3-yl)thiazole-4-carbohydrazide BrC=1C=C2C(=CNC2=CC1)C=1SC=C(N1)C(=O)NN